Methyl-(methylthio) methyl sulfoxide CS(=O)SCC